hexatriacontyl borate B(OCCCCCCCCCCCCCCCCCCCCCCCCCCCCCCCCCCCC)([O-])[O-]